(6aR,7R,10aS)-4-(2-fluorophenyl)-2-(6-fluoroquinolin-4-yl)-7,10a-dimethyl-8-oxo-5,6,6a,7,8,10a-hexahydrobenzo[h]quinazoline-9-carbonitrile FC1=C(C=CC=C1)C1=NC(=NC=2[C@]3([C@H](CCC12)[C@H](C(C(=C3)C#N)=O)C)C)C3=CC=NC1=CC=C(C=C31)F